(2R,3S,5R)-3-(3,4-difluoro-2-methoxyphenyl)-N-(3-(1-(dimethylamino)ethyl)-1-hydroxy-1,3-dihydrobenzo[c][1,2]oxaborol-6-yl)-5-methyl-5-(trifluoromethyl)tetrahydrothiophene-2-carboxamide FC=1C(=C(C=CC1F)[C@H]1[C@@H](S[C@](C1)(C(F)(F)F)C)C(=O)NC=1C=CC2=C(B(OC2C(C)N(C)C)O)C1)OC